FC=1C=C(C=NC1N1C=NC(=C1)C1N(C(CC1)=O)C)NC(CN1N=C(C=C1C)C(F)(F)F)=O N-(5-fluoro-6-(4-(1-methyl-5-oxopyrrolidin-2-yl)-1H-imidazol-1-yl)pyridin-3-yl)-2-(5-methyl-3-(trifluoromethyl)-1H-pyrazol-1-yl)acetamide